6-[(2R)-2-(Tetrahydropyran-2-yloxymethyl)morpholin-4-yl]-1-[1-[4-(trifluoromethoxy)benzoyl]-4-piperidyl]-3H-imidazo[4,5-b]pyridin-2-one O1C(CCCC1)OC[C@H]1CN(CCO1)C=1C=C2C(=NC1)NC(N2C2CCN(CC2)C(C2=CC=C(C=C2)OC(F)(F)F)=O)=O